C(C)(=O)C1=NC=C(C2=C1C=CO2)C(=O)OC methyl 4-acetylfuro[3,2-c]pyridine-7-carboxylate